(S)-N-{2-[6-cyanopyridine-2-yl]-1-[2-(1-isopropyl-1H-indazol-3-yl)phenyl]ethyl}-2-methylpropane-2-sulfinamide C(#N)C1=CC=CC(=N1)CC(C1=C(C=CC=C1)C1=NN(C2=CC=CC=C12)C(C)C)N[S@@](=O)C(C)(C)C